4-(2-methoxyethyl)-N6-(8-((4-morpholinopiperidin-1-yl)sulfonyl)-2,3-dihydrobenzo[b][1,4]dioxin-5-yl)-3-(trifluoromethyl)-1H-pyrrolo[2,3-b]pyridine-4,6-diamine COCCC1(C=2C(=NC(=C1)NC1=CC=C(C=3OCCOC31)S(=O)(=O)N3CCC(CC3)N3CCOCC3)NCC2C(F)(F)F)N